tert-butyl cis-(2R,6S)-2,6-dimethylpiperazine-1-carboxylate C[C@H]1N([C@H](CNC1)C)C(=O)OC(C)(C)C